NCCNCCC[Si](OC)(OC)OC [3-(2-aminoethyl)aminopropyl]-trimethoxysilane